C(C)C1=C(C=NC=C1)N(C1=CC=C(C=C1)C(F)(F)F)C1CCN(CC1)C=1C=NC(=NC1)C (4-ethyl-3-pyridyl)[1-(2-methyl-5-pyrimidinyl)-4-piperidyl][p-(trifluoromethyl)phenyl]amine